C(C)(C)(C)OC(=O)N1C(=CC2=CC(=CC=C12)O[Si](C)(C)C(C)(C)C)OB(O)O (1-(tert-butyloxycarbonyl)-5-((tert-butyldimethylsilyl)oxy)-1H-indol-2-yl)boric acid